N-(4,7,10,12,16,19-docosahexaenoyl)-gamma-aminobutyric acid C(CCC=CCC=CCC=CC=CCCC=CCC=CCC)(=O)NCCCC(=O)O